COC1=C(C=CC=C1)[C@@H]1CC(C[C@H](C1)C1=C(C=CC=C1)OC)=O (3S,5S)-3,5-bis(2-methoxyphenyl)cyclohexan-1-one